2,7-diazaspiro[4.4]nonane-3,8-dione C1NC(CC12CNC(C2)=O)=O